C(#C)C=1C(=CC=C2C=C(C=C(C12)C1=C(C=2N=C(N=C(C2C=N1)N1CCOCCC1)OC[C@]12[C@H](NCCC1)CCC2)F)O)F (4aS,7aR)-4a-({[7-(8-ethyn-yl-7-fluoro-3-hydroxynaphthalen-1-yl)-8-fluoro-4-(1,4-oxazepan-4-yl)pyrido[4,3-d]pyrimidin-2-yl]oxy}meth-yl)-octahydro-1H-cyclopenta[b]pyridin